2-(3'-tert-butyl-5'-[2-(2-ethyl-hexyl-oxy)-carbonylethyl]-2'-hydroxyphenyl)-5-chloro-benzotriazole C(C)(C)(C)C=1C(=C(C=C(C1)CCC(=O)OCC(CCCC)CC)N1N=C2C(=N1)C=CC(=C2)Cl)O